(S)-2-amino-3-(5-bromo-1H-indol-3-yl)propanoic acid N[C@H](C(=O)O)CC1=CNC2=CC=C(C=C12)Br